C(C(C)(C)C)C(C(=O)OCC(C)C)C(C(=O)OCC(C)C)CC(C)(C)C diisobutyl 2,3-dineopentylsuccinate